FC1=C(C(=CC=C1)OC)C1=NC=CC(=N1)NC1=NC=C(C(=O)N[C@H]2CN(CC2)C)C(=C1)N1C[C@H](CCC1)O 6-((2-(2-fluoro-6-methoxyphenyl)pyrimidin-4-yl)amino)-4-((S)-3-hydroxypiperidin-1-yl)-N-((R)-1-methylpyrrolidin-3-yl)nicotinamide